10-bromobenzo[b]naphtho[1,2-d]thiophene BrC1=CC2=C(SC3=C2C=2C=CC=CC2C=C3)C=C1